2-(1-(4-((3,4-diaminophenyl)thio)phenyl)piperidin-4-yl)ethanol NC=1C=C(C=CC1N)SC1=CC=C(C=C1)N1CCC(CC1)CCO